CC1(CC2(OCCO2)CCC1NC=1C=CC2=C(N=C(S2)C#N)C1)C 5-[(7,7-dimethyl-1,4-dioxaspiro[4.5]decan-8-yl)amino]-1,3-benzothiazole-2-carbonitrile